COC(=O)C1=CC=C(C=C1)C1=CC=C(C=C1)C(=O)NC1=CC=CS1 5-[4'-(methoxycarbonyl)-[1,1'-biphenyl]-4-amido]thiophen